C(C)(C)(C)OC(=O)N1CC(C1)C=1C=C2C(=C(NC2=CC1)Br)C(C)C 3-(2-bromo-3-isopropyl-1H-indol-5-yl)azetidine-1-carboxylic acid tert-butyl ester